3-(2-((6-methoxypyridin-3-yl)methyl)-1-oxo-1,2-dihydro-phthalazin-6-ylsulfonyl)benzamide COC1=CC=C(C=N1)CN1C(C2=CC=C(C=C2C=N1)S(=O)(=O)C=1C=C(C(=O)N)C=CC1)=O